C1(CCC1)SC1=CC=CC(=N1)C1=CC(=C(C(=C1)F)N1CCC(CC1)CC(=O)O)F 2-[1-[4-(6-Cyclobutylsulfanyl-2-pyridyl)-2,6-difluoro-phenyl]-4-piperidyl]acetic acid